[2-(trifluoromethyl)-4-pyridinyl]Boric acid FC(C1=NC=CC(=C1)OB(O)O)(F)F